C(C)(C)C=1C=NN2C1N=C(N=C2N)NC2CCOCC2 8-isopropyl-N2-(tetrahydro-2H-pyran-4-yl)pyrazolo[1,5-a][1,3,5]triazine-2,4-diamine